2-(2-hydroxyethoxy)tetrahydrofuran OCCOC1OCCC1